(2R)-2-hydroxy-3-[4-(trifluoromethyl)phenyl]benzene OC1=CC=CC=C1C1=CC=C(C=C1)C(F)(F)F